C12(CCC(CC1)C2)OC2=NC(=NC=C2C(=O)N[C@@H](C)\C=C\S(=O)(=O)C)C2CC2 (S,E)-4-(bicyclo[2.2.1]heptan-1-yloxy)-2-cyclopropyl-N-(4-(methylsulfonyl)but-3-en-2-yl)pyrimidine-5-carboxamide